cis-trans-alpha-farnesene CC(C)=CCC\C(\C)=C\C\C=C(/C)\C=C